chromium (III) 2-phenyl-1,3-butanedione C1(=CC=CC=C1)C(C=O)C(C)=O.[Cr+3]